C(C)(C)(C)OC(=O)N1CC=2N(CC1)N=C(C2C2=CC=NC=C2)C2=CC(=CC=C2)Cl.C(C)(C)C=2C(=C(C=1C=CC3=CC=CC=C3C1C2)C2=CC=C(C=C2)C2=CC=C(C=C2)C2=C(C(=CC=1C3=CC=CC=C3C=CC21)C(C)C)C(C)C)C(C)C [bis(diisopropylphenanthrenyl)]biphenyl tert-butyl-2-(3-chlorophenyl)-3-(pyridin-4-yl)-6,7-dihydropyrazolo[1,5-a]pyrazine-5(4H)-carboxylate